FC1=C(C(=CC=C1)F)B(O)O 2,6-difluorophenylboronic acid